CC1=CC=C(C=C1)S(=O)(=O)OCC1(CCC1)COS(=O)(=O)C1=CC=C(C=C1)C 1,1-bis(4-methylbenzenesulfonyloxymethyl)cyclobutane